FC1=C(C(=CC(=C1)N1CCNCC1)F)[C@H]1N([C@@H](CC2=C3C(=CC=C12)NC(O3)=O)C)CC(F)(F)F (6S,8R)-6-(2,6-difluoro-4-(piperazin-1-yl)phenyl)-8-methyl-7-(2,2,2-trifluoroethyl)-6,7,8,9-tetrahydrooxazolo[5,4-f]isoquinolin-2(3H)-one